1-((S)-3-(4-(((R)-1-(3-(difluoromethyl)-2-fluorophenyl)ethyl)amino)quinolin-6-yl)-3-methoxypyrrolidin-1-yl)-2-methylpropan-1-one FC(C=1C(=C(C=CC1)[C@@H](C)NC1=CC=NC2=CC=C(C=C12)[C@@]1(CN(CC1)C(C(C)C)=O)OC)F)F